Benzylsulfanyl-2-methyl-aniline C(C1=CC=CC=C1)SNC1=C(C=CC=C1)C